5-(3,8-Diazabicyclo[3.2.1]octan-8-yl)-2-(2,6-dioxopiperidin-3-yl)-4,7-difluoroisoindol C12CNCC(CC1)N2C2=C(C1=CN(C=C1C(=C2)F)C2C(NC(CC2)=O)=O)F